ClC1=CC2=C(C(=C(O2)CC)C(=O)C2=CC(=C(C(=C2)Br)O)Br)C=C1 (6-chloro-2-ethylbenzofuran-3-yl)(3,5-dibromo-4-hydroxyphenyl)methanone